1-(tert-butyl)-3-ethylthiourea C(C)(C)(C)NC(=S)NCC